BrC=1C=C(C(=C(C1)O)Cl)I 5-bromo-2-chloro-3-iodophenol